ClC1=CC=C2C(=N1)N=C(O2)N2CCN(CC2)C(=O)C2=CC=C(C=C2)N2CC(C2)OC(C(F)(F)F)C (4-(5-chlorooxazolo[4,5-b]pyridin-2-yl)piperazin-1-yl)(4-(3-((1,1,1-trifluoropropan-2-yl)oxy)azetidin-1-yl)phenyl)methanone